4-bromo-phenyl-alanine BrC1=CC=C(C=C1)N[C@@H](C)C(=O)O